N-(tert-butyl)-4-(6-cyano-5-fluoropyridin-2-yl)-3-fluorobenzenesulfonamide C(C)(C)(C)NS(=O)(=O)C1=CC(=C(C=C1)C1=NC(=C(C=C1)F)C#N)F